(2E,2'E)-2,2'-(1-(4-morpholinophenyl)-2-phenylethane-1,2-diylidene)bis(N-ethylhydrazine-1-carbothioamide) O1CCN(CC1)C1=CC=C(C=C1)\C(\C(\C1=CC=CC=C1)=N\NC(NCC)=S)=N/NC(NCC)=S